ethyl (S)-2-(6-(3-bromo-2,6-difluorophenyl)-3-thioxo-2,5,6,7-tetrahydro-3H-pyrrolo[1,2-c]imidazol-1-yl)acetate BrC=1C(=C(C(=CC1)F)[C@@H]1CC=2N(C(NC2CC(=O)OCC)=S)C1)F